N1N=NC=C1C1CNCC1 3-(1H-triazol-5-yl)pyrrolidin